FC1=C(C2=C(CCO2)C=C1NC1=NC(=CC(=N1)C)NC)C=1CC(CN(CC1)C(=O)OC(C)(C)C)O tert-butyl 5-[6-fluoro-5-[[4-methyl-6-(methylamino)pyrimidin-2-yl]amino]-2,3-dihydrobenzofuran-7-yl]-3-hydroxy-2,3,4,7-tetrahydroazepine-1-carboxylate